CC(CCCCCCCCC)S 2-Undecanethiol